2-butyl-1-(4-((((2-methylcyclopropyl)methyl)amino)methyl)benzyl)-1H-imidazo[4,5-c]quinoline-4-amine C(CCC)C=1N(C2=C(C(=NC=3C=CC=CC23)N)N1)CC1=CC=C(C=C1)CNCC1C(C1)C